COC1=C(C=C(C=C1)C)[C@]1([C@H](C1)C=1C=NC(=CC1)OC)C(=O)NS(=O)(=O)C=1C=2C=CC(=NC2C=CC1)C (1S,2R)-1-(2-methoxy-5-methylphenyl)-2-(6-methoxypyridin-3-yl)-N-(2-methylquinoline-5-sulfonyl)cyclopropane-1-carboxamide